FC1=C(C(=CC=C1)I)F 1,2-difluoroiodobenzene